C(C)(C)(C)OC(=O)N1CC(C1)(C(C1=CC=C(C=C1)OC(F)(F)F)(C1=CC=C(C=C1)OC1=CC=CC=C1)O)NC(=O)OCC1C2=CC=CC=C2C=2C=CC=CC12 3-(9H-Fluoren-9-ylmethoxycarbonylamino)-3-[hydroxy-(4-phenoxy-phenyl)-(4-trifluoromethoxy-phenyl)-methyl]-azetidine-1-carboxylic acid tert-butyl ester